1-(5-(4-(3,4-dichlorophenyl)piperazin-1-yl)pentyl)-1H-benzo[d]imidazol ClC=1C=C(C=CC1Cl)N1CCN(CC1)CCCCCN1C=NC2=C1C=CC=C2